5-(1-(2,2-difluoroethyl)-4-fluoro-2-methyl-1H-benzo[d]imidazol-6-yl)-N-((3s,4r)-3-fluoro-1-methylpiperidin-4-yl)-4-methoxypyrrolo[2,1-f][1,2,4]triazin-2-amine FC(CN1C(=NC2=C1C=C(C=C2F)C=2C=CN1N=C(N=C(C12)OC)N[C@H]1[C@H](CN(CC1)C)F)C)F